(5-bromo-2-fluorophenyl)boric acid BrC=1C=CC(=C(C1)OB(O)O)F